N-methyl-4-(4,4,5,5-tetramethyl-1,3,2-dioxaborolan-2-yl)-3,6-dihydropyridine-1(2H)-carboxamide CNC(=O)N1CCC(=CC1)B1OC(C(O1)(C)C)(C)C